3-amino-N-{2-[3-amino-4-(ethoxymethyl)pyrrolidin-1-yl]-5,6,7,8-tetrahydroquinolin-6-yl}-5-fluoro-6-methylthieno[2,3-b]pyridine-2-carboxamide NC1=C(SC2=NC(=C(C=C21)F)C)C(=O)NC2CC=1C=CC(=NC1CC2)N2CC(C(C2)COCC)N